6-Bromo-N-(3,4-difluoro-5-methoxyphenyl)-7-fluoro-1H-indazol-5-amine BrC1=C(C=C2C=NNC2=C1F)NC1=CC(=C(C(=C1)OC)F)F